(3,5-difluoro-4-{[2-(trifluoromethyl)pyridin-4-yl]oxy}phenyl)methanol [2-(7-bromo-4-fluoro-indol-1-yl)-1-methyl-propyl](2S)-2-[(3-acetoxy-4-methoxy-pyridine-2-carbonyl)amino]propanoate BrC=1C=CC(=C2C=CN(C12)C(C(C)[C@](C(=O)OCC1=CC(=C(C(=C1)F)OC1=CC(=NC=C1)C(F)(F)F)F)(C)NC(=O)C1=NC=CC(=C1OC(C)=O)OC)C)F